[N-](S(=O)(=O)C(F)(F)F)S(=O)(=O)C(F)(F)F.CN METHYLAMINE BISTRIFLUOROMETHANESULFONIMIDE